NC1=NC=2C=CC(=CC2C2=C1[C@@H](OC2)C)C(=O)N(CC2=NC=C(C=C2)C(F)(F)F)[C@H]2[C@H](CCC2)C#N (3S)-4-amino-N-((1R,2S)-2-cyanocyclopentyl)-3-methyl-N-((5-(trifluoromethyl)-2-pyridinyl)methyl)-1,3-dihydrofuro[3,4-c]quinoline-8-carboxamide